tert-butyl N-[5-(trifluoromethyl)azepan-3-yl]carbamate FC(C1CC(CNCC1)NC(OC(C)(C)C)=O)(F)F